BrC=1C(=NC(=NC1)NC1=C(C=C(C(=C1)C)N1CCC(CC1)N1CCN(CC1)C)OC)NC=1C=CC2=C(CCO2)C1N(S(=O)(=O)C)C N-(5-((5-bromo-2-((2-methoxy-5-methyl-4-(4-(4-methylpiperazin-1-yl)piperidine-1-yl)phenyl)amino)pyrimidin-4-yl)amino)-2,3-dihydrobenzofuran-4-yl)-N-methylmethanesulfonamide